S1CC(CC1)S(=O)(=O)Cl thiolane-3-sulfonyl chloride